N-octadecyl-2-cyano-3-(4-methoxybenzyloxy)-pyridin-4-one C(CCCCCCCCCCCCCCCCC)N1C(=C(C(C=C1)=O)OCC1=CC=C(C=C1)OC)C#N